FC(C(C(F)(F)F)OC1=CC2=C(CN(CCC2)C2=CC(=C(C(=C2)C)NC(CC(C)(C)C)=O)C)C=C1)(F)F N-(4-(7-((1,1,1,3,3,3-hexafluoroprop-2-yl)oxy)-1,3,4,5-tetrahydro-2H-benzo[c]azepine-2-yl)-2,6-dimethylphenyl)-3,3-dimethylbutyramide